O[C@H]1CN(CC1)CC=1C=NC2=C(N=CC=C2C1)NC=1C(=C(C=CC1)C=1C(=C(C=CC1)C1=NN2C(C(CCC2)=O)=C1)C)C 2-[3-[3-[[3-[[(3R)-3-hydroxypyrrolidin-1-yl]methyl]-1,7-naphthyridin-8-yl]amino]-2-methyl-phenyl]-2-methyl-phenyl]-6,7-dihydro-5H-pyrazolo[1,5-a]pyridin-4-one